2-butenamide dihydrochloride Cl.Cl.C(C=CC)(=O)N